COC(=O)C1=NN(C2=C1C=NC(=C2)Cl)C2=C(C=CC(=C2)S(=O)(=O)C)OC 6-chloro-1-(2-methoxy-5-(methylsulfonyl)phenyl)-1H-pyrazolo[4,3-c]Pyridine-3-carboxylic acid methyl ester